N,N-Dimethyl-glycinamide spiro[2.3]hexan-5-yl-6-(4-fluorophenyl)-4-hydroxy-2-oxo-1,2-dihydro-1,8-naphthyridine-3-carboxylate C1CC12CC(C2)N2C(C(=C(C1=CC(=CN=C21)C2=CC=C(C=C2)F)O)C(=O)O)=O.CN(C(CN)=O)C